(S)-2-((4-((2-hydroxy-1-phenylethyl)amino)-5-(1,2,4-oxadiazol-5-yl)pyridin-2-yl)amino)-6,7-dihydro-5H-pyrrolo[3,4-b]pyridin-5-one OC[C@H](C1=CC=CC=C1)NC1=CC(=NC=C1C1=NC=NO1)NC1=CC=C2C(=N1)CNC2=O